ClC1=NC=C(C=N1)OC(C(=O)O)(C)C 2-((2-chloropyrimidin-5-yl)oxy)-2-methylpropanoic acid